CO[Si](CCSSCC[Si](OC)(OC)OC)(OC)OC 2-trimethoxysilylethyldisulfide